1-(4-methoxyphenyl)sulfonyl-N-(3-pyridylmethyl)pyrazole-3-carboxamide COC1=CC=C(C=C1)S(=O)(=O)N1N=C(C=C1)C(=O)NCC=1C=NC=CC1